N4,N4'-bis(4-(dimethylamino)-3-methylphenyl)-[1,1'-biphenyl]-4,4'-dicarboxamide CN(C1=C(C=C(C=C1)NC(=O)C1=CC=C(C=C1)C1=CC=C(C=C1)C(=O)NC1=CC(=C(C=C1)N(C)C)C)C)C